(2E)-3-(3-cyano-4-fluorophenyl)prop-2-enoic acid methyl ester COC(\C=C\C1=CC(=C(C=C1)F)C#N)=O